Ethyl 6-chloro-5-iodo-4-(3-(2,2,2-trichloroacetyl)ureido)nicotinate ClC1=NC=C(C(=O)OCC)C(=C1I)NC(=O)NC(C(Cl)(Cl)Cl)=O